C(C)OC(CNCCC(=O)C1CC(CCC1C(C)C)C)=O (menthanecarbonyl)Ethyl-glycine ethyl ester